6-((4,6-dimethyl-pyrimidin-2-yl)amino)-N-ethoxy-4-((4-methyl-2-(N-methyl-cyclopropylsulfonamido)phenyl)-amino)nicotinamide CC1=NC(=NC(=C1)C)NC1=NC=C(C(=O)NOCC)C(=C1)NC1=C(C=C(C=C1)C)N(S(=O)(=O)C1CC1)C